8-bromo-9-chloro-1H,2H,4H-pyrano[3,4-c]cinnoline BrC=1C(=CC=2C3=C(N=NC2C1)COCC3)Cl